CN(C)C1=CC=C(C=C1)N=NC2=CC=CC=C2C(=O)O The molecule is an azo dye consisting of benzoic acid substituted at position 2 by a 4-[(dimethylamino)phenyl]diazenyl group. It has a role as a dye. It is a member of azobenzenes, a monocarboxylic acid and a tertiary amino compound. It is a conjugate acid of a methyl red(1-).